CC1(OB(OC1(C)C)C1=CCC2(CC(C2)NC(OC(C)(C)C)=O)CC1)C tert-butyl (7-(4,4,5,5-tetramethyl-1,3,2-dioxaborolan-2-yl)spiro[3.5]non-6-en-2-yl)carbamate